(E)-5-(3,4-Dimethoxybenzylidene)-1-(4-methoxyphenyl)pyrimidine-2,4,6(1H,3H,5H)-trione COC=1C=C(\C=C\2/C(NC(N(C2=O)C2=CC=C(C=C2)OC)=O)=O)C=CC1OC